5-[3-(benzyloxy)propyl]-6-chloro-4-methylpyridazin-3-amine C(C1=CC=CC=C1)OCCCC=1C(=C(N=NC1Cl)N)C